CN(CCOC1=CC(=C(C(=C1)C)C=1C(C1C1=C(C=C(C=C1C)C)C)=O)C)C 2-(4-(2-(dimethylamino)ethoxy)-2,6-dimethylphenyl)-3-mesitylcycloprop-2-en-1-one